CN1C(C2=C(C(=C1)C1=C(OC3=CC=C(C=C3)CCC3CCN(CC3)C(=O)OC(C)(C)C)C=CC(=C1)C1CCSCC1)C=CN2S(=O)(=O)C2=CC=C(C=C2)C)=O tert-butyl 4-[2-[4-[2-[6-methyl-7-oxo-1-(p-tolylsulfonyl)pyrrolo[2,3-c]pyridin-4-yl]-4-tetrahydrothiopyran-4-yl-phenoxy]phenyl]ethyl]piperidine-1-carboxylate